(1,5-diazocan-3-yl)methanethiol N1CC(CNCCC1)CS